CN(CCC1=CN(C2=CC=CC=C12)C(=O)OCCl)C chloromethyl 3-(2-(dimethylamino) ethyl)-1H-indole-1-carboxylate